(S)-3,5-dichloro-N-(2,4-dimethoxybenzyl)-4-((1-(2-fluorophenyl)ethyl)amino)-N-(thiazol-2-yl)benzenesulfonamide ClC=1C=C(C=C(C1N[C@@H](C)C1=C(C=CC=C1)F)Cl)S(=O)(=O)N(C=1SC=CN1)CC1=C(C=C(C=C1)OC)OC